NNC(=O)NCC(=O)O 2-(AMINOAMINOCARBONYLAMINO)ACETIC ACID